ClC1=CC=C(C=C1)C=1N=C2N(C=CC=C2)C1CN1CC2C(C1)CN(C2)C(=O)C2=CC(=CC=C2)OC(F)(F)F [5-{[2-(4-Chlorophenyl)imidazo[1,2-a]pyridin-3-yl]methyl}hexahydropyrrolo[3,4-c]pyrrol-2(1H)-yl][3-(trifluoromethoxy)phenyl]methanone